ClC=1C=2N(C=CC1)C(=NC2)C(C)(C)NC(=O)C2[C@H]1CN(C[C@@H]2C1)C(=O)OC(C)(C)C tert-butyl (1R,5S,6r)-6-((2-(8-chloroimidazo[1,5-a]pyridin-3-yl)propan-2-yl)carbamoyl)-3-azabicyclo[3.1.1]heptane-3-carboxylate